C(CCC)N(CCCCO)CCCC 4-dibutylamino-1-butanol